6-chloro-1-methyl-3-(1H-pyrazol-4-yl)-2-(3-(trifluoromethyl)-1H-1,2,4-triazol-5-yl)-1H-indole ClC1=CC=C2C(=C(N(C2=C1)C)C1=NC(=NN1)C(F)(F)F)C=1C=NNC1